2-chloro-N-[2-(2,4-dichlorophenyl)ethyl]-5-(3-ethoxyphenoxy)pyridine-4-carboxamide ClC1=NC=C(C(=C1)C(=O)NCCC1=C(C=C(C=C1)Cl)Cl)OC1=CC(=CC=C1)OCC